C1(=CC=CC=C1)[C@@H]1SP(O[C@H](C1)C1=CC=CC=C1)([O-])=O.[Na+] sodium (4R,6R)-4,6-diphenyl-1,3,2-oxathiaphosphinan-2-olate 2-oxide